2-methyl-5-((4-(7-(trifluoromethyl)-[1,2,4]triazolo[1,5-a]pyridin-6-yl)piperidin-1-yl)sulfonyl)oxazole CC=1OC(=CN1)S(=O)(=O)N1CCC(CC1)C=1C(=CC=2N(C1)N=CN2)C(F)(F)F